O=C1NC(CCC1N1N=NC2=C(C1=O)C(=CC=C2)NCCCC(=O)OC(C)(C)C)=O tert-butyl 4-((3-(2,6-dioxopiperidin-3-yl)-4-oxo-3,4-dihydrobenzo[d][1,2,3]triazin-5-yl)amino)butanoate